CC=1N=C(SC1C)NC(=O)C1=C(C=CC=C1)NC(CCCCCC(=O)O)=O 7-((2-((4,5-dimethylthiazol-2-yl)carbamoyl)phenyl)amino)-7-oxoheptanoic acid